[5-{[2-(4-Chlorophenyl)imidazo[1,2-a]pyridin-3-yl]methyl}hexahydropyrrolo[3,4-c]pyrrol-2(1H)-yl](3-methoxyphenyl)methanone ClC1=CC=C(C=C1)C=1N=C2N(C=CC=C2)C1CN1CC2C(C1)CN(C2)C(=O)C2=CC(=CC=C2)OC